O(C1=CC=CC=C1)C1=CC=C(C=C1)N1N=C2C(NCCC2N2C[C@H](NCC2)C(C)C)=C1C(=O)N 2-(4-phenoxyphenyl)-7-[(3R)-3-(propan-2-yl)piperazin-1-yl]-4,5,6,7-tetrahydro-2H-pyrazolo[4,3-b]pyridine-3-carboxamide